tert-butyl (4-(N-(tert-butoxycarbonyl)sulfamoyl)-3-nitrophenyl)((6-cyclopropylimidazo[1,2-a]pyridin-2-yl)methyl)carbamate C(C)(C)(C)OC(=O)NS(=O)(=O)C1=C(C=C(C=C1)N(C(OC(C)(C)C)=O)CC=1N=C2N(C=C(C=C2)C2CC2)C1)[N+](=O)[O-]